OCCCCCCCCCCCCCC(=O)C(O)(C[N+](C)(C)C)CC([O-])=O hydroxymyristoyl-carnitine